1,2-Dioleyloxy-3-(dimethylamino)propane tert-Butyl-5-(5-bromopyrazolo[1,5-a]pyridine-3-carbonyl)hexahydropyrrolo[3,4-c]pyrrole-2(1H)-carboxylate C(C)(C)(C)OC(=O)N1CC2CN(CC2C1)C(=O)C=1C=NN2C1C=C(C=C2)Br.C(CCCCCCC\C=C/CCCCCCCC)OCC(CN(C)C)OCCCCCCCC\C=C/CCCCCCCC